C1(=CC=CC=C1)C=1SC=C(N1)CN1CCCCC1 1-((2-phenylthiazol-4-yl)methyl)piperidin